N-({5-[5-(difluoromethyl)-1,3,4-oxadiazol-2-yl]-1,3-thiazol-2-yl}methyl)-N-(1-methyl-1H-pyrazol-4-yl)methanesulfonamide FC(C1=NN=C(O1)C1=CN=C(S1)CN(S(=O)(=O)C)C=1C=NN(C1)C)F